BrC(C(=O)C(Br)Br)Br 1,1,3,3-tetrabromoacetone